CCCCCCCCCCCCCCCCCCCCCCCC(=O)N[C@@H](COP(=O)(O)O[C@@H]1[C@@H]([C@@H]([C@H]([C@@H]([C@H]1OC2[C@H]([C@H]([C@@H]([C@H](O2)COP(=O)(O)OC3[C@@H]([C@H](C([C@H]([C@H]3O)O)O)O)O)O)O)O)O)O)O)O)[C@@H](CCCCCCCCCCCCCCCCC)O The molecule is an inositol phosphomannosylinositol phosphoceramide compound having an inositol 1-phosphoryl group linked to the mannose residue and a tetracosanoyl group amide-linked to a C20 sphinganine base, with no hydroxylation at C-4 of the long-chain base or on the C24 very-long-chain fatty acid. It derives from a Man-1-2-Ins-1-P-Cer(d20:0/24:0).